4-((1R,5S)-3,8-diazabicyclo[3.2.1]octan-3-yl)-7-(8-ethynyl-3-hydroxynaphthalen-1-yl)-8-fluoro-2-(((2R,7aS)-2-fluorotetrahydro-1H-pyrrolizin-7a(5H)-yl)methoxy)quinoline-3-carbonitrile [C@H]12CN(C[C@H](CC1)N2)C2=C(C(=NC1=C(C(=CC=C21)C2=CC(=CC1=CC=CC(=C21)C#C)O)F)OC[C@]21CCCN1C[C@@H](C2)F)C#N